ClC=1C=C(C=2N(N1)C=CN2)OCC(CCC(=O)NC(C)C)(F)F 5-((6-chloroimidazo[1,2-b]pyridazin-8-yl)oxy)-4,4-difluoro-N-isopropylpentanamide